C(C)(C)(C)N(C(NCC1=C(N=NN1C)C1=CC=C(C(=N1)C)O[C@@H]1C[C@H](CCC1)C(=O)O)=O)C (1S,3S)-3-((6-(5-((3-(tert-butyl)-3-methylureido)methyl)-1-methyl-1H-1,2,3-triazol-4-yl)-2-methylpyridin-3-yl)oxy)cyclohexane-1-carboxylic acid